C1CC12CCN(CC2)C=2C=C(C=CC2N2N=NC(=C2)C2=NC(=NC(=C2)OCC2COCC2)N2CCC(CC2)(F)F)NS(=O)(=O)CCO N-(3-{6-azaspiro[2.5]octan-6-yl}-4-{4-[2-(4,4-difluoropiperidin-1-yl)-6-[(oxolan-3-yl)methoxy]pyrimidin-4-yl]-1H-1,2,3-triazol-1-yl}phenyl)-2-hydroxyethane-1-sulfonamide